ClC1C(CC2C3(C(=C(C(C12)(C3(Cl)Cl)Cl)Cl)Cl)Cl)Cl 1,2,4,5,6,7,8,8-Octachloro-3a,4,7,7a-tetrahydro-4,7-methano-indan